ClC=1C(=C(C(=CC1)CC)NC(C)=O)CC N-(3-chloro-2,6-diethylphenyl)acetamide